(2S,3R)-2-methylpyrrolidin-3-ol C[C@@H]1NCC[C@H]1O